(10R,13S,17R)-13-ethyl-17-ethynyl-17-hydroxy-1,2,6,7,8,9,10,11,12,13,14,15,16,17-tetradecahydro-3H-cyclopenta[a]phenanthren-3-one-2,2,4,6,6,10-d6 C(C)[C@@]12[C@](CCC1C1CC(C3=C(C(C(C[C@@]3(C1CC2)[2H])([2H])[2H])=O)[2H])([2H])[2H])(O)C#C